CC(CC=CC(=O)O)CCCCCCCC 5-methyl-2-tridecenoic acid